S1C=C(C2=C1C=CC=C2)C[C@@H](CNC(=O)N[C@@H](C)C=2SC=CC2)N(C)C 1-((S)-3-(benzothien-3-yl)-2-(dimethylamino)propyl)-3-((S)-1-(thiophen-2-yl)ethyl)urea